((2R,3S)-3-amino-2-hydroxy-4-phenylbutyl)-N-isobutyl-4-methoxybenzenesulfonamide N[C@H]([C@@H](CC1=C(C=CC(=C1)OC)S(=O)(=O)NCC(C)C)O)CC1=CC=CC=C1